(1R,5S,6s)-3-azabicyclo[3.1.0]hexan-6-ol hydrochloride Cl.[C@@H]12CNC[C@H]2C1O